C(=O)(C=C)N1CC=2NC3=CC=CC=C3C2CC1 2-acryl-1,2,3,4-tetrahydro-β-carboline